2-ethylhexyl-nonaethylene glycol C(C)C(CC(COCCOCCOCCOCCOCCOCCOCCOCCO)O)CCCC